C(CC)OC=1C(=C(C(=O)C2=CC=CC=C2)C=CC1)O propoxy-2-hydroxybenzophenone